C(C)(C)(C)OC(=O)N1C[C@H](CC1)OC=1C=NC(=CC1)C(NC)=O (3S)-3-{[6-(methylcarbamoyl)pyridin-3-yl]oxy}pyrrolidine-1-carboxylic acid tert-butyl ester